ClC=1C=C2C=C(NC2=CC1OCC1=CC(=NO1)C)CNC(=O)C1C2CCC(C1)O2 N-((5-chloro-6-((3-methylisoxazol-5-yl)methoxy)-1H-indol-2-yl)methyl)-7-oxabicyclo[2.2.1]heptane-2-carboxamide